BrC=1C=C(C=CC1)[C@@H](C)NC1=NC(=NC2=CC(=C(C=C12)OC)OCCCCCCCC(=O)NCC1=C2CN(C(C2=CC=C1)=O)C1C(NC(CC1)=O)=O)C 8-((4-(((R)-1-(3-Bromophenyl)ethyl)amino)-6-methoxy-2-methylquinazolin-7-yl)oxy)-N-((2-(2,6-dioxopiperidin-3-yl)-1-oxoisoindolin-4-yl)methyl)octanamide